3-bromo-5,6-dimethoxypyridin-2-amine BrC=1C(=NC(=C(C1)OC)OC)N